trans-3-(3-((4-((S)-3-(3,5-difluorophenyl)isoxazolidine-2-carbonyl)cyclohexyl)methoxy)-4-fluorophenyl)-5,5-dimethyloxazolidine-2,4-dione FC=1C=C(C=C(C1)F)[C@H]1N(OCC1)C(=O)[C@@H]1CC[C@H](CC1)COC=1C=C(C=CC1F)N1C(OC(C1=O)(C)C)=O